C(#N)C=1C=C(C=CC1OCC1CC1)C=1SC(=C(N1)C)C(=O)NN (3-cyano-4-(cyclopropylmethoxy)phenyl)-4-methylthiazole-5-carbohydrazide